3-(7-chloro-isoquinolin-1-ylamino)-benzoic acid ClC1=CC=C2C=CN=C(C2=C1)NC=1C=C(C(=O)O)C=CC1